((3S,4S)-1-(5-(6-ethoxy-1H-pyrazolo[3',4':3,4]pyrazolo[1,5-a]pyridin-4-yl) pyridin-2-yl)-3-hydroxypiperidin-4-yl) carbamate C(N)(O[C@@H]1[C@H](CN(CC1)C1=NC=C(C=C1)C=1C=2N(C=C(C1)OCC)N=C1C2C=NN1)O)=O